BrC=1C=C(C(=NC1)Cl)Cl 5-bromo-2,3-dichloro-pyridine